3-(4-chlorophenyl)-5-fluoro-indole ClC1=CC=C(C=C1)C1=CNC2=CC=C(C=C12)F